C1(CCCCC1)CCC(=O)NC1=C(C=C(C=C1)NCC1=CC=C(C=C1)C(F)(F)F)N1CCCCC1 3-Cyclohexyl-N-(2-(piperidin-1-yl)-4-((4-(trifluoromethyl)benzyl)amino)phenyl)propanamid